(E)-4-(dimethylamino)cinnamic acid CN(C1=CC=C(/C=C/C(=O)O)C=C1)C